CC=1C=C(C=CC1OC(F)(F)F)C1=CC=C(S1)CC=1C(=NC2=CC=CC=C2N1)C(=O)N ((5-(3-methyl-4-(trifluoromethoxy)phenyl)thiophen-2-yl)methyl)quinoxaline-2-carboxamide